3-mercapto-4,5-dihydro-5,5-dimethylisoxazole SC1=NOC(C1)(C)C